CN1N=NC2=C1C=CC(=C2C)[C@@H](C(C(=O)OC)(C)C)C2=CC(=C(C=C2)C)CN2CC(OC1=C(C2)N=C(C=C1)O)(C)C Methyl (S)-3-(1,4-dimethyl-1H-benzo[d][1,2,3]triazol-5-yl)-3-(3-((7-hydroxy-2,2-dimethyl-2,3-dihydropyrido[2,3-f][1,4]oxazepin-4(5H)-yl)methyl)-4-methylphenyl)-2,2-dimethylpropanoate